CC(C(C)=O)(C=C)C 3,3-Dimethylpent-4-en-2-one